COCCOC1=NC(=NC=C1C(F)(F)F)N[C@H]1C[C@H](CCC1)C1=NN=C2N1CCCC2 4-(2-methoxyethoxy)-N-[(1R,3S)-3-(5,6,7,8-tetrahydro-[1,2,4]triazolo[4,3-a]pyridin-3-yl)cyclohexyl]-5-(trifluoromethyl)pyrimidin-2-amine